C(C=C)C1(CCC1)CNC(OC(C)(C)C)=O Tert-butyl ((1-allylcyclobutyl)methyl)carbamate